Azido-Triethylene Glycol N(=[N+]=[N-])C(COCCOCCO)O